N-(2-amino-4-((4-(trifluoromethyl)benzyl)amino)phenyl)-7-(4-aminophenyl)heptanamide NC1=C(C=CC(=C1)NCC1=CC=C(C=C1)C(F)(F)F)NC(CCCCCCC1=CC=C(C=C1)N)=O